2,3-dihydroindol-2-on N1C(CC2=CC=CC=C12)=O